ClC1=C(C=C(C=C1)[C@H]([C@H](CN1N=C2C(=CC=CC2=C1)C(=O)O)OC1CCCC1)O)OC 2-((2S,3R)-3-(4-chloro-3-methoxyphenyl)-2-(cyclopentyloxy)-3-hydroxypropyl)-2H-indazole-7-carboxylic acid